CC=1N=C(C=2N=CN([C@H]3[C@H](O)[C@H](O)[C@@H](COC)O3)C2N1)NC 2,N6,5'-O-Trimethyladenosin